CN1C(N(C(=C1)C=1C=CC=C(C1C(=O)O)O)CCCC)C=1C=CC=C(C1C(=O)O)O 1-methyl-3-butylimidazolebissalicylic acid